CC1CCCC(N1)N1CCNCCC1 1-(6-methyl-2-piperidyl)homopiperazine